C1(N=CC=C1)=O azacyclopentadienone